ClCC=1C=CC2=C(C=C(O2)C2=CC(=CC=C2)F)C1 5-chloromethyl-2-(3-fluorophenyl)benzofuran